C(C)(=O)OC1=C(C(=C2C(=C(C(OC2=C1)=O)OC(C)=O)OC(C)=O)OC)CCC(=C)C triacetoxy-5-methoxy-6-isopentenyl-coumarin